ClC=1C=NC(=C(C(=O)NC2CCC(CC2)CN2C(N(C=3C2=NC=CC3)C3=C(C=CC(=C3)F)Cl)=O)C1)C(F)F 5-chloro-N-((1r,4r)-4-((1-(2-chloro-5-fluorophenyl)-2-oxo-1H-imidazo[4,5-b]pyridin-3(2H)-yl)methyl)cyclohexyl)-2-(difluoro-methyl)nicotinamide